C(C)C(CC=1C(SC2=C3C(=[SiH]C21)C=CS3)CC(CCCC)CC)CCCC Bis(2-ethylhexyl)dithieno[3,2-b:2',3'-d]silol